C(C1=CC=CC=C1)N1CC(N(CC1)CC(=O)O)=O 2-(4-Benzyl-2-oxopiperazin-1-yl)acetic acid